1-(5-chloro-2-hydroxy-4-methylphenyl)ethanone ClC=1C(=CC(=C(C1)C(C)=O)O)C